ClC1=NC=2C(CCCC2C(=N1)Cl)=O 2,4-dichloro-6,7-dihydroquinazolin-8(5H)-one